O1C(CCCC1)OCCCC#C 1-(tetrahydropyranyloxy)-4-pentyne